N-(4-(4-methoxyphenyl)-6-(3,4,5-trimethoxyphenyl)pyrimidin-2-yl)-2-(pyrrolidin-1-yl)acetamide COC1=CC=C(C=C1)C1=NC(=NC(=C1)C1=CC(=C(C(=C1)OC)OC)OC)NC(CN1CCCC1)=O